NCCNCC(C)O 1-[(2-aminoethyl)amino]-2-propanol